ClC=1C=C(SC1Cl)COC1=CC=C(C=C1)NC(=O)C1=COC2=C1C=C(C(=C2)C2=NN=NN2)F N-(4-((4,5-dichlorothiophen-2-yl)methoxy)phenyl)-5-fluoro-6-(1H-tetrazol-5-yl)benzofuran-3-carboxamide